ClC1=CC2=C(C=NC=3C(O2)C(C=C(C3)OC3=CC(=NC=C3)C=3C=NN(C3)C)=O)C=C1 3-chloro-8-[[2-(1-methylpyrazol-4-yl)-4-pyridyl]oxy]-5H-benzo[b][1,4]benzoxazepin-6-one